(1r,5s,6r)-6-((3,5-difluorophenoxy)methyl)-3-azabicyclo[3.1.0]Hexane hydrochloride Cl.FC=1C=C(OCC2[C@H]3CNC[C@@H]23)C=C(C1)F